2-Methoxy-5-[3-oxo-3-(2,4,6-trihydroxyphenyl)prop-1-en-1-yl]phenyloxidanesulfonic acid COC1=C(C=C(C=C1)C=CC(C1=C(C=C(C=C1O)O)O)=O)OS(=O)(=O)O